C(C1=CC=CC=C1)OC1=CC(=C(C(=O)N2[C@@H](CC(C2)=C)C=O)C=C1OC)[N+](=O)[O-] (S)-1-(4-(benzyloxy)-5-methoxy-2-nitrobenzoyl)-4-methylenepyrrolidine-2-carbaldehyde